C(CCCCCCC\C=C/CCCCCCCC)(=O)C(OP(OC[C@@H](CO)O)(=O)O)C(O)CO oleoyl-sn-glycero-3-phosphoglycerol